C(CCCCCCCCCCCCCCC)(=O)OCCCCCCOC(CCCCCCCCCCCCCCC)=O 1,6-hexanediol dipalmitate